(1,4)Benzodiazepine-2-one N=1C(C=NC=C2C1C=CC=C2)=O